COC(=O)C=1NN=C(C1)Br 5-bromo-2H-pyrazole-3-carboxylic acid methyl ester